O=C1C(=C(N=C(N1)NCC1CCC(CC1)C1=NN=NN1)C=1SC=CC1)C#N 6-Oxo-2-{[4-(1H-tetrazol-5-yl)-cyclohexylmethyl]-amino}4-thiophen-2-yl-1,6-dihydro-pyrimidine-5-carbonitrile